CN1N=CC=C1C=O 2-methylpyrazole-3-carbaldehyde